ClC=1C=C(C=CC1)C1(CC1)C=1NC(C=2CN(CCCC2N1)C([C@H](O)C=1C=C(C=CC1)C1=CC(=CC=C1)C#N)=O)=O (R)-3'-(2-(2-(1-(3-chlorophenyl)cyclopropyl)-4-oxo-3,4,5,7,8,9-hexahydro-6H-pyrimido[5,4-c]azepin-6-yl)-1-hydroxy-2-oxoethyl)-[1,1'-biphenyl]-3-carbonitrile